C(C1=CC=CC=C1)N1N=C(C=C1OC)C=1C=C2CN(C(C2=CC1)=O)C1C(N(C(CC1)=O)CC1=CC=C(C=C1)OC)=O (5-(1-benzyl-5-methoxy-1H-pyrazol-3-yl)-1-oxoisoindolin-2-yl)-1-(4-methoxybenzyl)piperidine-2,6-dione